6-((S)-2-((3aS,5S,6aR)-5-(2,6-difluorophenoxy)-3a-hydroxyhexahydrocyclopenta[c]pyrrol-2(1H)-yl)-1-hydroxyethyl)-3,4-dihydroquinolin-2(1H)-one FC1=C(O[C@@H]2C[C@@]3([C@@H](CN(C3)C[C@@H](O)C=3C=C4CCC(NC4=CC3)=O)C2)O)C(=CC=C1)F